NC1CN(C1)C1=C(C(=O)N2C[C@H](N(CC2)C2=C(C(=O)NCCN(C)C)C=C(C=C2)C=2C(=NC=CC2)OCC)CC)C=CC(=C1)F 2-[(2R)-4-[2-(3-aminoazetidin-1-yl)-4-fluorobenzoyl]-2-ethylpiperazin-1-yl]-N-[2-(dimethylamino)ethyl]-5-(2-ethoxypyridin-3-yl)benzamide